5-methoxymethylnicotinic acid COCC=1C=NC=C(C(=O)O)C1